N[C@@H]1[C@@H](OCC12CCN(CC2)C=2C(=NC(=C(N2)C)SC2=C(C(=NC=C2)NC2COC2)Cl)CO)C {3-[(3S,4S)-4-amino-3-methyl-2-oxa-8-azaspiro[4.5]decan-8-yl]-6-({3-chloro-2-[(oxetan-3-yl)amino]pyridin-4-yl}mercapto)-5-methylpyrazin-2-yl}methanol